5-(2-chloro-5-fluoropyrimidin-4-yl)benzo[d]oxazole ClC1=NC=C(C(=N1)C=1C=CC2=C(N=CO2)C1)F